(S)-1-(3-((5-(5-(trifluoromethyl)pyridin-2-yl)pyrido[2,3-d]pyridazin-8-yl)amino)pyrrolidin-1-yl)prop-2-en-1-one FC(C=1C=CC(=NC1)C1=C2C(=C(N=N1)N[C@@H]1CN(CC1)C(C=C)=O)N=CC=C2)(F)F